[O-2].[Nd+3].[La+3].[Zr+4].[Ce+3] cerium-zirconium Lanthanum-neodymium oxide